C(C1=CC=CC=C1)NC1=C(C(=O)O)C=CC(=C1)Cl 2-(Benzylamino)-4-chlorobenzoic Acid